7-(3-fluoro-3-methylbutan-2-yl)-2-{[(3S,4R)-3-hydroxyoxan-4-yl]amino}pyrrolo[2,1-f][1,2,4]triazine-6-carbonitrile FC(C(C)C1=C(C=C2C=NC(=NN21)N[C@H]2[C@@H](COCC2)O)C#N)(C)C